5-(cyclohexylmethoxy)-4-methoxy-2-propionamidobenzoic acid C1(CCCCC1)COC=1C(=CC(=C(C(=O)O)C1)NC(CC)=O)OC